6-[2-(difluoromethyl)pyridine-3-amido]pyridine-3-carboxylic acid FC(C1=NC=CC=C1C(=O)NC1=CC=C(C=N1)C(=O)O)F